C(C=C)C1=C(C(=CC=2N(C([C@H]3N(CC4=CC=CC=C4C3)C(C21)=O)O)C(=O)O)O)OC.NCCNCCN[C@@H](CC(=O)O)C(=O)O N-[N'-(2-aminoethyl)-2-aminoethyl]aspartic acid Allyl-(6aS)-3,6-dihydroxy-2-methoxy-14-oxo-6,6a,7,12-tetra-hydrobenzo[5,6][1,4]diazepino[1,2-b]isoquinoline-5(14H)-carboxylate